CC=1C(=NC=CC1)C(=O)OC methyl 3-methyl-2-pyridinecarboxylate